N[C@@H](CO)[C@@H]1CN(CC1)C(=O)OC(C)(C)C tert-Butyl (S)-3-((R)-1-amino-2-hydroxyethyl)pyrrolidine-1-carboxylate